C(#N)N1C[C@H](CC1)CNC(=O)C=1N=CC2=CC=CC=C2C1 (R)-N-((1-Cyanopyrrolidin-3-yl)methyl)isoquinoline-3-carboxamide